O1C(C(CC1)=O)=O dihydro-2,3-furandione